COC[C@H]1N(CCC1)C(CCC=1N=C(N(C1)C1=CC=CC=C1)NC(C1=CC(=CC=C1)C=1C=NNC1)=O)=O (S)-N-(4-(3-(2-(methoxymethyl)pyrrolidin-1-yl)-3-oxopropyl)-1-phenyl-1H-imidazol-2-yl)-3-(1H-pyrazol-4-yl)benzamide